methyl-2,2'-dodecanediamidodiacetate COC(CNC(CCCCCCCCCCC(=O)NCC(=O)[O-])=O)=O